ClC1=NC=C(N=C1C)Cl 2,5-dichloro-3-methyl-pyrazine